C1(CC1)C=1SC(=CN1)C=1C=C(C=CC1)N(C(=O)[C@@H]1CC[C@H](CC1)CC(=O)O)C[C@@H]1CC[C@H](CC1)C1=CC(=C(C=C1)OC)C 2-(trans-4-((3-(2-Cyclopropylthiazol-5-yl)phenyl)((trans-4-(4-methoxy-3-methylphenyl)cyclohexyl)methyl)carbamoyl)-cyclohexyl)acetic acid